N-(3-FLUORoPROPYL)-PYRROLIDIN FCCCN1CCCC1